C1CCC2C3CCC(C12)C3 octahydro-4,7-methano-indene